C(CC)C=1C(=C(C=CC1)OC(NC1CC(CC(C1)(C)C)(C)CNC(=S)OC1=C(C(=CC=C1)CCC)CCC)=S)CCC 3-((dipropylphenoxy)thiocarbonylamino-methyl)-3,5,5-trimethylcyclohexylthiocarbamic acid (dipropylphenyl) ester